CC(C=O)CCCCCCC=O 2-methyl-1,9-nonanedial